ClC1=C(C=C(C=C1OC)OC)C1=NC(=NC(=C1C1=C(C=CC=C1F)F)CC)C 4-(2-chloro-3,5-dimethoxyphenyl)-5-(2,6-difluorophenyl)-6-ethyl-2-methylpyrimidine